rel-(2R,3S,4S,5R)-N-(5-(2-(benzyloxy)-1-(methylamino)ethyl)-2-fluorophenyl)-3-(3,4-difluoro-2-methoxyphenyl)-4,5-dimethyl-5-(trifluoromethyl)tetrahydrofuran-2-carboxamide C(C1=CC=CC=C1)OCC(NC)C=1C=CC(=C(C1)NC(=O)[C@@H]1O[C@]([C@H]([C@H]1C1=C(C(=C(C=C1)F)F)OC)C)(C(F)(F)F)C)F |o1:21,23,24,25|